[N+](=[N-])=CC(CC[C@@H](C(=O)O[C@@H]1CCOCCC1)NC([C@H](C)OC)=O)=O (S)-oxepan-4-yl (S)-6-diazo-2-((S)-2-methoxypropanamido)-5-oxohexanoate